ethyl 8-methyl-1-oxo-2-o-tolyl-1,2-dihydroisoquinoline-3-carboxylate CC=1C=CC=C2C=C(N(C(C12)=O)C1=C(C=CC=C1)C)C(=O)OCC